(8-(5-((3,4-dichlorophenyl)difluoromethyl)-1,3,4-oxadiazol-2-yl)-2-((S)-2,2-dimethylcyclopropane-1-carbonyl)-8-fluoro-2,6-diazaspiro[3.4]octan-6-yl)(thiazol-5-yl)methanone ClC=1C=C(C=CC1Cl)C(C1=NN=C(O1)C1(CN(CC12CN(C2)C(=O)[C@@H]2C(C2)(C)C)C(=O)C2=CN=CS2)F)(F)F